BrC1=CC(=C(C(=O)NC2=CC(=NC(=C2)C)N2CCC(CC2)(F)F)C(=C1)F)F 4-bromo-N-(2-(4,4-difluoropiperidin-1-yl)-6-methylpyridin-4-yl)-2,6-difluorobenzamide